C(#N)C1N(CC1)C=1C=CC2=C(N=C(O2)C2=C3C=CN=CC3=C(N=C2)NC)C1 5-(5-(2-cyanoazetidin-1-yl)benzo[d]oxazol-2-yl)-8-(methylamino)-2,7-naphthyridin